N(=NCC(C)CCC[C@@H](C)[C@H]1CC[C@H]2[C@@H]3CC=C4C[C@@H](O)CC[C@]4(C)[C@H]3CC[C@]12C)CC(C)CCC[C@@H](C)[C@H]1CC[C@H]2[C@@H]3CC=C4C[C@@H](O)CC[C@]4(C)[C@H]3CC[C@]12C Azo-cholesterol